5-bromo-N-(2,4-dimethoxybenzyl)-3-(4-fluorophenyl)-7-methylquinolin-2-amine BrC1=C2C=C(C(=NC2=CC(=C1)C)NCC1=C(C=C(C=C1)OC)OC)C1=CC=C(C=C1)F